COC1=CC=C(C=C1)C1=NC2=CC=CC=C2C(=C1)NCCC(=O)N(C)C 3-((2-(4-methoxyphenyl)quinolin-4-yl)amino)-N,N-dimethylpropanamide